5-chloro-3-(trifluoromethyl)pyridazine ClC=1C=C(N=NC1)C(F)(F)F